CN(CCCNC(=O)C1CCN(CC1)C1=NN=C(C=2C1=NN(C2C)C2=CC=C(C=C2)C)C(F)(F)F)C N-(3-(dimethylamino)propyl)-1-(3-methyl-2-(p-tolyl)-4-(trifluoromethyl)-2H-pyrazolo[3,4-d]pyridazin-7-yl)piperidine-4-carboxamide